1,2-bis(2-aminophenylsulfanyl)ethane NC1=C(C=CC=C1)SCCSC1=C(C=CC=C1)N